FC=1C(=CC(=NC1)C=C)C1=NC=2C=CC3=C(C2C=C1)C1=C(S3)C(N[C@@H](CN1)C)=O (R)-3-(5-fluoro-2-vinylpyridin-4-yl)-10-methyl-9,10,11,12-tetrahydro-8H-[1,4]diazepino[5',6':4,5]thieno[3,2-f]quinolin-8-one